3-methacryloyloxypropyltriMethoxysilane C(C(=C)C)(=O)OCCC[Si](OC)(OC)OC